S1C(SCCC1)C1=C[N+](=C2N(C1=O)C=CC=C2)CC=2C=NC=NC2 3-(1,3-dithian-2-yl)-4-oxo-1-(pyrimidin-5-ylmethyl)-4H-pyrido[1,2-a]pyrimidinium